2-(1H-Imidazol-1-yl)-N-(1-(methylsulfonyl)piperidin-4-yl)pyrimidine-4-carboxamide N1(C=NC=C1)C1=NC=CC(=N1)C(=O)NC1CCN(CC1)S(=O)(=O)C